C(CCCCCCC\C=C/C\C=C/CCCCC)C1(OCC(O1)CN(C)C)CCCCCCCC\C=C/C\C=C/CCCCC 2,2-dilinoleyl-4-dimethylaminomethyl-[1,3]dioxolane